(R)-tert-Butyl 3-(3-chloro-5-sulfamoylpyridin-2-yloxy)pyrrolidine-1-carboxylate ClC=1C(=NC=C(C1)S(N)(=O)=O)O[C@H]1CN(CC1)C(=O)OC(C)(C)C